N'-ethoxy-6-[1-Methyl-5-(Trifluoromethyl)Benzimidazole-2-yl]Pyridine-2-Carboxamidine C(C)ON=C(N)C1=NC(=CC=C1)C1=NC2=C(N1C)C=CC(=C2)C(F)(F)F